2,7-Di(Trimethylsilylethynyl)-9-Fluorenylmethanol C[Si](C)(C)C#CC1=CC=2C(C3=CC(=CC=C3C2C=C1)C#C[Si](C)(C)C)CO